2-morpholino-2-oxo-N-(o-tolyl)acetamide O1CCN(CC1)C(C(=O)NC1=C(C=CC=C1)C)=O